ClC1=CC=C2C(=N1)C(=CN2)NC2=NC1=C(N2)C=C(C(=C1)OCCOC)OCCOC N-(5-Chloro-1H-pyrrolo[3,2-b]pyridin-3-yl)-5,6-bis(2-methoxyethoxy)-1H-benzo[d]imidazol-2-amine